4-chloro-3-(7,7-difluoro-2-azaspiro[3.3]heptan-2-yl)-1-(p-tolylsulfonyl)indazole ClC1=C2C(=NN(C2=CC=C1)S(=O)(=O)C1=CC=C(C=C1)C)N1CC2(C1)CCC2(F)F